C(CCC)OC(C(C(=O)OCCCC)CCC)=O.[Li] lithium (di-butyl)-2-propylmalonate